BrCC=1OC2=C(N1)C=CC=C2 2-(bromomethyl)benzo[d]oxazole